tert-butyl (1-(6-bromo-3-(3,5-difluorophenyl)quinolin-4-yl)piperidin-4-yl)carbamate BrC=1C=C2C(=C(C=NC2=CC1)C1=CC(=CC(=C1)F)F)N1CCC(CC1)NC(OC(C)(C)C)=O